6-[4-[methyl(propanoyl)amino]phenyl]pyridine-3-carboxylic acid CN(C1=CC=C(C=C1)C1=CC=C(C=N1)C(=O)O)C(CC)=O